tert-butyl 4-(2-{[1-(tert-butoxycarbonyl)pyrazol-4-yl]methyl}-7-({8-fluoro-2-methylimidazo[1,2-a]pyridin-6-yl}carbamoyl)indazol-4-yl)piperazine-1-carboxylate C(C)(C)(C)OC(=O)N1N=CC(=C1)CN1N=C2C(=CC=C(C2=C1)N1CCN(CC1)C(=O)OC(C)(C)C)C(NC=1C=C(C=2N(C1)C=C(N2)C)F)=O